pinacolone bisborate B(O)(O)O.B(O)(O)O.CC(C(C)(C)C)=O